C1(CCCCCC1)NN1CN=CC1=O (cycloheptylamino)-1H-imidazol-5-one